CC1=C(C=CC(=C1)OC1=CC=CC=C1)N1C(NC2=C(SC=3N=CC=C1C32)C(=O)N[C@H]3C[C@@H](CC3)NC(CNC)=O)=O 5-(2-Methyl-4-phenoxyphenyl)-N-((1R,3R)-3-(2-(methylamino)acetamido)cyclopentyl)-4-oxo-4,5-dihydro-3H-1-thia-3,5,8-triazaacenaphthylene-2-carboxamide